CC=1C=C2C(N(C(=NC2=C(C1)[C@@H](C)NC1=C(C(=O)O)C=CC=C1)N1CCOCC1)C([2H])([2H])[2H])=O (R)-2-((1-(6-methyl-3-(methyl-d3)-2-morpholino-4-oxo-3,4-dihydroquinazolin-8-yl)ethyl)amino)benzoic acid